1,8-dimercapto-3,6-dioxaoctane SCCOCCOCCS